ClC=1C=C2C=C(C=C(C2=C(C1F)C#C[Si](C(C)C)(C(C)C)C(C)C)O)OCOC 6-chloro-7-fluoro-3-(methoxymethoxy)-8-((triisopropylsilyl)ethynyl)naphthalen-1-ol